5-[[3-(2-azatricyclo[10.4.0.04,9]hexadeca-1(12),4(9),5,7,13,15-hexaen-10-yn-2-yl)-3-oxo-propyl]amino]-5-oxo-pentanoic acid C1=2N(CC=3C=CC=CC3C#CC2C=CC=C1)C(CCNC(CCCC(=O)O)=O)=O